NC(CCC(=O)[NH-])N diaminobutyrylamide